perylenetetracarboxylic acid diimide sodium [Na].C1(=C(C(=C2C(=CC=C3C4=CC=CC5=CC=CC(C1=C23)=C45)C(=O)O)C(=O)O)C(O)=N)C(O)=N